7-[7-(3-fluoro-phenyl)-5-(4-hydroxy-phenyl)-7H-pyrrolo[2,3-d]Pyrimidine-4-oxy]-4-methylcoumarin FC=1C=C(C=CC1)N1C=C(C2=C1N=CN=C2OC2=CC=C1C(=CC(OC1=C2)=O)C)C2=CC=C(C=C2)O